Cl.O1C(NC2=NC=CC=C21)=O 3H-oxazolo[4,5-b]pyridin-2-one hydrochloride